ClC1=NC=CC(=C1NC(C1=C(C=C(C(=C1)F)N1N=C2COCCN2C1=O)O[C@H](C(F)(F)F)C)=O)C N-(2-Chloro-4-methylpyridin-3-yl)-5-fluoro-4-(3-oxo-5,6-dihydro-3H-[1,2,4]triazolo[3,4-c][1,4]-oxazin-2(8H)-yl)-2-{[(2S)-1,1,1-trifluoropropan-2-yl]oxy}benzamid